CC(C(C(C(=O)NC1=CC=CC=C1)C(C(C1=CC=CC=C1)=O)C1=CC=CC=C1)=O)C 4-methyl-3-oxo-2-(2-oxo-1,2-diphenylethyl)-N-phenylvaleramide